C(C)OC(=O)C=1NC2=CC=C(C=C2C1)NC(\C=C\C1=CC=C(C=C1)OC)=O.BrCC(=O)C1=C(N(C(=C1)\C=C\CCS(=O)(=O)C)C1=CC=C(C=C1)Cl)C (E)-2-bromo-1-(1-(4-chlorophenyl)-2-methyl-5-(4-(methylsulfonyl)but-1-en-1-yl)-1H-pyrrol-3-yl)ethan-1-one ethyl-(E)-5-(3-(4-methoxyphenyl)acrylamido)-1H-indole-2-carboxylate